tert-butyl (3S)-3-hydroxy-piperidine-1-carboxylate O[C@@H]1CN(CCC1)C(=O)OC(C)(C)C